C[C@@H]1N(CCC1)C1=NC(=CC(=N1)N1C[C@H]2C([C@H]2C1)CS(=O)[O-])C(F)(F)F.[Na+] sodium ((1R,5S,6S)-3-(2-((S)-2-methylpyrrolidin-1-yl)-6-(trifluoromethyl)pyrimidin-4-yl)-3-azabicyclo[3.1.0]hexan-6-yl)methanesulfinate